C(#N)C=1C=C(C=C(C1)O)NC(C1=CC=C(C=C1)O)=O N-(3-cyano-5-hydroxyphenyl)-4-hydroxybenzamide